BrC1=NC=2CCNCC2C=C1 2-bromo-5,6,7,8-tetrahydro-1,6-naphthyridine